5-(2-chlorophenyl)-1-methyl-pyrazole ClC1=C(C=CC=C1)C1=CC=NN1C